(R)-5-(azetidin-3-ylthio)-N-(1-(3-(1-ethyl-1H-pyrazol-3-yl)-5-(1-methyl-1H-pyrazol-4-yl)phenyl)ethyl)-2-methylbenzamide N1CC(C1)SC=1C=CC(=C(C(=O)N[C@H](C)C2=CC(=CC(=C2)C=2C=NN(C2)C)C2=NN(C=C2)CC)C1)C